C(C1=CC=CC=C1)(=O)N1CCC(CC1)N1C[C@@H]2N(O[C@@H](C(N2[C@H](C1=O)CC(C)C)=O)CC(C)C)C(\C=C\C1=NC=CC=C1)=O (3R,6S,9aS)-8-(1-benzoylpiperidin-4-yl)-3,6-diisobutyl-1-((E)-3-(pyridin-2-yl)acryloyl)tetrahydropyrazino[2,1-c][1,2,4]oxadiazine-4,7(3H,6H)-dione